F[B-](F)(F)F.[N+]12(CCCC1)CCCCC2 piperidine-1-spiro-1'-pyrrolidinium tetrafluoroborate